8-bromo-4-methyl-2,3-dihydro-1,4-benzoxazine BrC1=CC=CC=2N(CCOC21)C